C(\C=C\C=C\C=C\CCCCCCCCC)(=O)O (2E,4E,6E)-Hexadecatrienoic acid